[(2R,3S,4R,5R)-5-[2-chloro-4-[[(1R)-1-(4-fluorophenyl)ethyl]-amino]pyrrolo[2,3-d]-pyrimidin-7-yl]-3,4-dihydroxy-tetrahydro-furan-2-yl]methoxy-methylphosphonic acid ClC=1N=C(C2=C(N1)N(C=C2)[C@H]2[C@@H]([C@@H]([C@H](O2)COCP(O)(O)=O)O)O)N[C@H](C)C2=CC=C(C=C2)F